CN1[C@@H]([C@H](CC1=O)C(=O)NCCOC1CCC(CC1)OCCCC(=O)O)C=1C=NC=CC1 4-(((1S,4r)-4-(2-((2S,3S)-1-methyl-5-oxo-2-(pyridin-3-yl)pyrrolidine-3-carboxamido)ethoxy)cyclohexyl)oxy)butanoic acid